(5-amino-1-{6-[(2,6-difluorophenyl)oxy]-4-methylpyridin-3-yl}pyrazol-4-yl)[7-(3,4,5,6-tetrahydro-2H-pyran-4-yl)-5,6,7,8-tetrahydro-1H-pyrrolo[3,2-g]isoquinolin-2-yl]methanone NC1=C(C=NN1C=1C=NC(=CC1C)OC1=C(C=CC=C1F)F)C(=O)C1=CC=2C=C3CCN(CC3=CC2N1)C1CCOCC1